N-(2-(2-amino-6-hydroxy-9H-purin-9-yl)ethyl)-1-methyl-3-propyl-1H-pyrazole-5-carboxamide NC1=NC(=C2N=CN(C2=N1)CCNC(=O)C1=CC(=NN1C)CCC)O